COC=1C(=NC=CC1OC)CO 3,4-dimethoxy-2-hydroxymethylpyridine